6-(2,5-dioxo-2,5-dihydro-1H-pyrrol-1-yl)-N-[(S)-1-[[(S)-1-[[4-(hydroxymethyl)phenyl]amino]-1-oxo-5-ureidopentan-2-yl]amino]-3-methyl-1-oxobutan-2-yl]hexanamide O=C1N(C(C=C1)=O)CCCCCC(=O)N[C@H](C(=O)N[C@H](C(=O)NC1=CC=C(C=C1)CO)CCCNC(=O)N)C(C)C